C(CCCC)C1CCCC12NC([C@H]1N2CCC1)=O (±)-(7a'S)-2-pentyltetrahydrospiro[cyclopentane-1,3'-pyrrolo[1,2-c]imidazol]-1'(2'H)-one